CC1(CSC1)C 3,3-dimethylthietan